ClC1=CC(=C2C(=N1)C(=CS2)OC(F)F)N(C(OC(C)(C)C)=O)CC=2SC=CC2 tert-Butyl N-[5-chloro-3-(difluoromethoxy)thieno[3,2-b]pyridin-7-yl]-N-(2-thienylmethyl)carbamate